2-(2-benzyl-3,5-dioxo-6-phenyl-2,5-dihydro-1,2,4-triazin-4(3H)-yl)acetate C(C1=CC=CC=C1)N1N=C(C(N(C1=O)CC(=O)[O-])=O)C1=CC=CC=C1